diethyl-1,4-benzoquinone diimine C(C)N=C1C=CC(C=C1)=NCC